(R)-tert-butyl 4-((R)-3-amino-3-(4-chlorobenzyl) piperidin-1-yl)-3-benzyl-4-oxobutanoate N[C@@]1(CN(CCC1)C([C@@H](CC(=O)OC(C)(C)C)CC1=CC=CC=C1)=O)CC1=CC=C(C=C1)Cl